(E)-1-(N-methyl-pyrrol-2-yl)-3-(3-(trifluoromethyl)phenyl)prop-2-en-1-one CN1C(=CC=C1)C(\C=C\C1=CC(=CC=C1)C(F)(F)F)=O